NC1=C2N=CN(C2=NC=N1)C[C@@H](C)OCP(OCCSCCCCCCCCCCCCCCC[Si](C)(C)C)(O)=O 2-((15-(trimethylsilyl)pentadecyl)thio)ethyl hydrogen ((((R)-1-(6-amino-9H-purin-9-yl)propan-2-yl)oxy)methyl)phosphonate